(2R,3S,4R,5R)-2-((R)-(2,3-dihydro-1H-inden-5-yl)(hydroxy)methyl)-5-(4-methyl-7H-pyrrolo[2,3-d]pyrimidin-7-yl)tetrahydrofuran-3,4-diol C1CCC2=CC(=CC=C12)[C@H]([C@H]1O[C@H]([C@@H]([C@@H]1O)O)N1C=CC2=C1N=CN=C2C)O